C(C)(C)C1=NN(C(C=2N1C1=C(C2)SC=N1)=O)CC(=O)N[C@H]1CNC(CC1)=O (R)-2-(5-Isopropyl-8-oxothiazolo[5',4':4,5]pyrrolo[1,2-d][1,2,4]triazin-7(8H)-yl)-N-(6-oxopiperidin-3-yl)acetamid